C(C)N1N=CC(=C1)N1C(=C(C2=CC(=CC=C12)OC)C(=O)O)C 1-(1-ethyl-1H-pyrazol-4-yl)-5-methoxy-2-methyl-1H-indole-3-carboxylic acid